2-(1-methyl-2-oxo-5-phenyl-1,2-dihydropyridin-3-yl)-5-(1H-1,2,3-triazol-4-yl)isoindoline CN1C(C(=CC(=C1)C1=CC=CC=C1)N1CC2=CC=C(C=C2C1)C=1N=NNC1)=O